FC1=CC=C(C=C1)C(C(=O)NC1=NC=CC(=C1)C1=C(C=2C(N(C=CC2N1)C)=O)C=1C(=NC=CC1)F)C 2-(4-fluorophenyl)-N-{4-[3-(2-fluoropyridin-3-yl)-5-methyl-4-oxo-4,5-dihydro-1H-pyrrolo[3,2-c]pyridin-2-yl]pyridin-2-yl}propanamide